C1(CCCC1)N1[C@@H](C(N(C=2C=NC(=NC12)NC1=C(C=C(C=C1)N1N=NC(=C1)CN1CCC(CC1)O)OC)C)=O)CC (R)-8-cyclopentyl-7-ethyl-2-((4-(4-((4-hydroxypiperidin-1-yl)methyl)-1H-1,2,3-triazol-1-yl)-2-methoxyphenyl)amino)-5-methyl-7,8-dihydropteridin-6(5H)-one